BrC=1C=C2C(=NC1)C(=CN2C(C)C2=C(C=C(C=C2)Cl)Cl)I 6-bromo-1-[1-(2,4-dichlorophenyl)ethyl]-3-iodopyrrolo[3,2-b]pyridine